9,9'-(2-Bromo-1,3-phenylene-4,5,6-d3)bis(9H-carbazole-1,2,3,4,5,6,7,8-d8) BrC1=C(C(=C(C(=C1N1C2=C(C(=C(C(=C2C=2C(=C(C(=C(C12)[2H])[2H])[2H])[2H])[2H])[2H])[2H])[2H])[2H])[2H])[2H])N1C2=C(C(=C(C(=C2C=2C(=C(C(=C(C12)[2H])[2H])[2H])[2H])[2H])[2H])[2H])[2H]